ClC=1N=C2C(=NC1)OC(=C2I)C 2-chloro-7-iodo-6-methyl-furo[2,3-b]pyrazine